COC=1C=C(C=CC1OC(\C=C\C1=CC=NC=C1)=O)C1NC(NC(=C1C(=O)OCC)C)=S (E)-ethyl 4-(3-methoxy-4-(3-(pyridin-4-yl)acryloyloxy)phenyl)-6-methyl-2-thioxo-1,2,3,4-tetrahydropyrimidine-5-carboxylate